C=1N=CN2C1C1=CC=CC=C1[C@@H]2[C@H]2[C@@H](CN(CC2)C2COC2)O (3S,4S)-4-((S)-5H-imidazolo[5,1-a]isoindol-5-yl)-1-(oxetan-3-yl)piperidin-3-ol